N1N=CC(=C1)C=1C=C(C=CC1)C=O [3-(1H-pyrazol-4-yl)phenyl]methanone